5-chloro-2,3-dihydro-1H-isoindole ClC=1C=C2CNCC2=CC1